C(C)OC1=CC=2N=CN=C(C2N=C1NC(=O)[C@]12COC[C@@H]2C1)C=1C(=NN(C1)C)C1=CC=CC=C1 (1R,5R)-N-(7-ethoxy-4-(1-methyl-3-phenyl-1H-pyrazol-4-yl)pyrido[3,2-d]pyrimidin-6-yl)-3-oxabicyclo[3.1.0]hexane-1-carboxamide